tert-butyl (2S,6R)-2-{[(1S)-1-cyano-2-[2-fluoro-4-(3-methyl-2-oxo-1,3-benzoxazol-5-yl)phenyl]ethyl]carbamoyl}-6-hydroxy-6-methyl-1,4-oxazepane-4-carboxylate C(#N)[C@H](CC1=C(C=C(C=C1)C=1C=CC2=C(N(C(O2)=O)C)C1)F)NC(=O)[C@H]1OC[C@](CN(C1)C(=O)OC(C)(C)C)(C)O